BrC=1C=C(CNC(OC(C)(C)C)=O)C=C(C1)F tert-Butyl (3-bromo-5-fluorobenzyl)carbamate